tert-Butyl 5-(3'-(methoxycarbonyl)-5'-(4-(4-(trifluoromethyl)phenyl)-1H-1,2,3-triazol-1-yl)-[1,1'-biphenyl]-4-yl)-2-azabicyclo[3.1.1]heptane-2-carboxylate COC(=O)C=1C=C(C=C(C1)N1N=NC(=C1)C1=CC=C(C=C1)C(F)(F)F)C1=CC=C(C=C1)C12CCN(C(C1)C2)C(=O)OC(C)(C)C